(4-methylpiperazin-1-yl)-4-(o-tolyl)nicotinyl-tert-butylamine CN1CCN(CC1)N(C(C)(C)C)CC1=CN=CC=C1C1=C(C=CC=C1)C